(R)-N-(4-((2-(1,1-difluoroethyl)-6-methylpyrimidin-4-yl)amino)-5-((tetrahydrofuran-3-yl)oxy)pyridin-2-yl)acetamide FC(C)(F)C1=NC(=CC(=N1)NC1=CC(=NC=C1O[C@H]1COCC1)NC(C)=O)C